(2S,3R)-3-cyclopropyl-2-methyl-3-((R)-2-(piperidin-4-yl)chroman-7-yl)propanoate C1(CC1)[C@H]([C@@H](C(=O)[O-])C)C1=CC=C2CC[C@@H](OC2=C1)C1CCNCC1